C1(=CC=CC=C1)C1=C(C(=NN=N1)C=1C(=C(C=CC1)C1=CC=CC=C1)C1=C(C=CC=2SC3=C(C21)C=CC=C3)C3=C(C=CC=C3)C3=CC=CC=C3)C3=CC=CC=C3 (diphenyltriazinyl)[(biphenylyl)dibenzothiophenyl]biphenyl